COC(=O)C1N(CCN(C1)C1=C(C(N(C2=CC=C(N=C12)C#N)C)=O)C#N)C(C1=CC=C(C=C1)F)C1=CC=C(C=C1)F methyl-1-(bis(4-fluorophenyl)methyl)-4-(3,6-dicyano-1-methyl-2-oxo-1,2-dihydro-1,5-naphthyridin-4-yl)piperazine-2-carboxylate